Cl.N[C@H](C(C)(O)C)C (3S)-3-amino-2-methylbutan-2-ol hydrochloride